arachidonic acid (arachidonate) C(CCC\C=C/C\C=C/C\C=C/C\C=C/CCCCC)(=O)O.C(CCC\C=C/C\C=C/C\C=C/C\C=C/CCCCC)(=O)O